5-((4-((5-(dimethylphosphoryl)quinoxalin-6-yl)amino)-7H-pyrrolo[2,3-d]pyrimidin-2-yl)amino)-4-methoxy-2-(4-methylpiperazin-1-yl)benzonitrile CP(=O)(C)C1=C2N=CC=NC2=CC=C1NC=1C2=C(N=C(N1)NC=1C(=CC(=C(C#N)C1)N1CCN(CC1)C)OC)NC=C2